NC1=C(C=C(C=2C(C3=CC=CC=C3C(C12)=O)=O)NC1=CC(=C(C=C1)NC1=NC(=NC(=N1)Cl)NC1=CC(=CC=C1)S(=O)(=O)O)S(=O)(=O)O)S(=O)(=O)O 1-amino-4-[4-[[4-chloro-6-(3-sulfoanilino)-1,3,5-triazin-2-yl]amino]-3-sulfoanilino]-9,10-dioxoanthracene-2-sulfonic acid